5-[4-[(R)-amino(3,4-dichloro-2-fluoro-6-hydroxyphenyl)methyl]piperidine-1-carbonyl]-3-chloro-1H-pyridin-2-one N[C@H](C1CCN(CC1)C(=O)C=1C=C(C(NC1)=O)Cl)C1=C(C(=C(C=C1O)Cl)Cl)F